1-(2-((2-((3-chloro-2-fluorobenzyl)amino)-2-oxoethyl)((1s,4s)-4-hydroxycyclohexyl)amino)-2-oxoethyl)-1H-indazole-3-carboxamide ClC=1C(=C(CNC(CN(C(CN2N=C(C3=CC=CC=C23)C(=O)N)=O)C2CCC(CC2)O)=O)C=CC1)F